tert-butyl (3S,4R)-3-(2-chloroacetamido)-4-fluoropyrrolidine-1-carboxylate ClCC(=O)N[C@H]1CN(C[C@H]1F)C(=O)OC(C)(C)C